CC=1N=CC(=NC1)C(=O)N 5-methylpyrazine-2-Carboxamide